4-((2-cyano-3-(1-methyl-1H-pyrazol-4-yl)phenyl)amino)-N-methoxy-6-((2-methoxypyridin-3-yl)amino)nicotinamide C(#N)C1=C(C=CC=C1C=1C=NN(C1)C)NC1=CC(=NC=C1C(=O)NOC)NC=1C(=NC=CC1)OC